OC1(CCN(CC1)C(=O)OC(C(Cl)(Cl)Cl)(C)C)[C@@H](C1=C(C=CC=C1)C(F)(F)F)S 1,1,1-Trichloro-2-methylpropan-2-yl (R)-4-hydroxy-4-(mercapto(2-(trifluoromethyl)phenyl)methyl)piperidine-1-carboxylate